OC1=CC=C(C=N1)C1CN(C1)C(=O)OC(C)(C)C tert-butyl 3-(6-hydroxy-3-pyridyl)azetidine-1-carboxylate